1-{2-[(9Z,12Z)-octadeca-9,12-dien-1-yloxy]-1-[(octyloxy)methyl]ethyl}azetidine C(CCCCCCC\C=C/C\C=C/CCCCC)OCC(COCCCCCCCC)N1CCC1